5-methoxy-allylindole COC=1C=C2C=C(NC2=CC1)CC=C